2-(4-butoxy-2-hydroxyphenyl)-4,6-di(4-butoxyphenyl)-1,3,5-triazine C(CCC)OC1=CC(=C(C=C1)C1=NC(=NC(=N1)C1=CC=C(C=C1)OCCCC)C1=CC=C(C=C1)OCCCC)O